acrylic acid, hydroxyl ester C(C=C)(=O)OO